O1CC[C@@H](C2=CC=CC=C12)NC(=O)C1=CC2=C(N=C(S2)C2CCN(CC2)CC)C=C1C (S)-N-(chroman-4-yl)-2-(1-ethylpiperidin-4-yl)-5-methylbenzo[d]-thiazole-6-carboxamide